(R)-2-(5-ethyl-1-(6-p-toluenesulfonylimidazo[4,5-d]pyrrolo[2,3-b]pyridin-1(6H)-yl)pyrrolidin-3-ylidene)acetonitrile C(C)[C@@H]1CC(CN1N1C=NC=2C1=C1C(=NC2)N(C=C1)S(=O)(=O)C1=CC=C(C)C=C1)=CC#N